FC(C=1C(=NN(C1S(=O)(=O)N1CC2(C1)CCCC2)C)C)F 2-((4-(Difluoromethyl)-1,3-dimethyl-1H-pyrazol-5-yl)sulfonyl)-2-azaspiro[3.4]octan